C(C)(C)N1N=CC(=C1)C1=NC(=NC=C1C)NC1=CC=C(CNC(CCCl)=O)C=C1 N-(4-((4-(1-isopropyl-1H-pyrazol-4-yl)-5-methylpyrimidin-2-yl)amino)benzyl)-3-chloropropanamide